2,6-bis(2,4-dibutyloxyphenyl)-4-(4'-bis(4-methylphenyl)aminobiphenyl-4-yl)pyridine C(CCC)OC1=C(C=CC(=C1)OCCCC)C1=NC(=CC(=C1)C1=CC=C(C=C1)C1=CC=C(C=C1)N(C1=CC=C(C=C1)C)C1=CC=C(C=C1)C)C1=C(C=C(C=C1)OCCCC)OCCCC